hydroxy-3,5,6,7,8,4'-hexamethoxyflavone OC1=C(C=2OC3=C(C(=C(C(=C3C(C2OC)=O)OC)OC)OC)OC)C=CC(=C1)OC